(S)-4-(7-fluoro-imidazo[1,2-a]pyridin-3-yl)-7-((6-((isopropyl(meth-yl)amino)methyl)-5-(tetrahydrofuran-3-yl)pyridin-2-yl)amino)isoindolin-1-one FC1=CC=2N(C=C1)C(=CN2)C2=C1CNC(C1=C(C=C2)NC2=NC(=C(C=C2)[C@H]2COCC2)CN(C)C(C)C)=O